4,4'-(Oxybis(Methylene))Bis(2-Propoxy-1,3-Dioxolane) O(CC1OC(OC1)OCCC)CC1OC(OC1)OCCC